N-(4-((4-([1,2,4]triazolo[1,5-a]pyridin-7-yloxy)-5-methyl-2-(trifluoromethoxy)phenyl)amino)-7-methoxyquinazolin-6-yl)-2-fluoro-3-(1-methylpyrrolidin-2-yl)acrylamide N=1C=NN2C1C=C(C=C2)OC2=CC(=C(C=C2C)NC2=NC=NC1=CC(=C(C=C21)NC(C(=CC2N(CCC2)C)F)=O)OC)OC(F)(F)F